[N-](S(=O)(=O)C(F)(F)F)S(=O)(=O)C(F)(F)F.C(CCCCCCC(C)C)C=1NC=C[N+]1C i-decyl-3-methylimidazolium bis(trifluoromethanesulfonyl)imide